FC=1C=2N(C=C(C1)C(NC1=CC=C(C=N1)N1CC3C(C1)CN(C3)C(=O)OC(C)(C)C)=N)C=C(N2)C tert-butyl 5-(6-(8-fluoro-2-methylimidazo[1,2-a]pyridine-6-carboximidamido)pyridin-3-yl)hexahydropyrrolo[3,4-c]pyrrole-2(1H)-carboxylate